1-ethyl-1-methylpyridinium C(C)[N+]1(CC=CC=C1)C